Cl.C1(CC1)[C@@H](\C=C(/S(=O)(=O)C)\F)N (S,Z)-1-cyclopropyl-3-fluoro-3-(methylsulfonyl)prop-2-en-1-amine hydrochloride